4-(2-cyclohexyl-6-methoxy-1,2,3,4-tetrahydronaphthalen-1-yl)-3,5-difluorophenyl trifluoromethanesulfonate FC(S(=O)(=O)OC1=CC(=C(C(=C1)F)C1C(CCC2=CC(=CC=C12)OC)C1CCCCC1)F)(F)F